The molecule is an apo carotenoid sesquiterpenoid and an enal. It has a role as a plant growth retardant and a plant metabolite. C/C(=C/C=O)/C=C/[C@]12[C@](O1)(C[C@H](CC2(C)C)O)C